(S)-4-(2-oxooxazolidin-3-yl)-3-(4-methylphenyl)-N-((R)-1-(3,4-dimethoxyphenyl)ethyl)-4,5-dihydro-1H-pyrazol-1-carboxamide O=C1OCCN1[C@@H]1C(=NN(C1)C(=O)N[C@H](C)C1=CC(=C(C=C1)OC)OC)C1=CC=C(C=C1)C